N1(N=CC=C1)C1=C(C=CC=C1)[Ir](C1=C(C=CC=C1)N1N=CC=C1)C1=C(C=CC=C1)N1N=CC=C1 tris[2-(1H-pyrazol-1-yl)phenyl]iridium